trimethylolpropane tri(3-aziridinylpropionate) N1(CC1)CCC(=O)O.N1(CC1)CCC(=O)O.N1(CC1)CCC(=O)O.C(O)C(CC)(CO)CO